methyl 2-(3-((6-((2,3-dihydrobenzo[b][1,4]dioxin-6-yl)sulfonyl)-1-oxophthalazin-2(1H)-yl)methyl)-1H-pyrazol-1-yl)acetate O1C2=C(OCC1)C=C(C=C2)S(=O)(=O)C=2C=C1C=NN(C(C1=CC2)=O)CC2=NN(C=C2)CC(=O)OC